3-(5-((4-(4-amino-3-(4-phenoxyphenyl)-1H-pyrazolo[3,4-d]pyrimidin-1-yl)piperidin-1-yl)methyl)pyridin-3-yl)piperidine-2,6-dione NC1=C2C(=NC=N1)N(N=C2C2=CC=C(C=C2)OC2=CC=CC=C2)C2CCN(CC2)CC=2C=C(C=NC2)C2C(NC(CC2)=O)=O